FC1=CC(=C(C(=O)NC=2SC(=C(N2)C2=CC=CC=C2)C)C=C1)NS(=O)(=O)C(C)C 4-Fluoro-N-(5-methyl-4-phenylthiazol-2-yl)-2-((1-methylethyl)sulfonamido)benzamide